Trans-2-(4-(4-(4-chlorophenyl)-5-methyl-4H-1,2,4-triazol-3-yl)cyclohexyloxy)-5-methoxypyridine ClC1=CC=C(C=C1)N1C(=NN=C1C)[C@@H]1CC[C@H](CC1)OC1=NC=C(C=C1)OC